C(C1=CC=CC=C1)OC=1C(=CC(=NC1)OC1=C(C=C(C=C1Cl)Br)Cl)SCC 5-benzyloxy-2-(4-bromo-2,6-dichloro-phenoxy)-4-ethylsulfanyl-pyridine